N-(4-fluorophenyl)-1-(4-methoxybenzyl)-1H-indazol-3-amine FC1=CC=C(C=C1)NC1=NN(C2=CC=CC=C12)CC1=CC=C(C=C1)OC